ClC1=C(C(=C(N=N1)OC1=C(C(=CC=C1)C1CC1)F)C1=NOCC(N1)CC1=C(C=C(C=C1)C)C)C [6-chloro-3-(3-cyclopropyl-2-fluoro-phenoxy)-5-methyl-pyridazin-4-yl]-5-[(2,4-dimethylphenyl)methyl]-5,6-dihydro-4H-1,2,4-oxadiazine